(S)-N-((R)-1-(5-fluoro-2-methyl-4-(4,4,5,5-tetramethyl-1,3,2-dioxaborolan-2-yl)phenyl)ethyl)-2-methylpropane-2-sulfinamide FC=1C(=CC(=C(C1)[C@@H](C)N[S@@](=O)C(C)(C)C)C)B1OC(C(O1)(C)C)(C)C